CN(CCC=1C(=NN2C1N=C(C=C2N2CCOCC2)N2N=C(C=C2)C=2C=C(C=CC2)C)C(=O)N)C (2-(dimethylamino)ethyl)-7-morpholino-5-(3-(m-tolyl)-1H-pyrazol-1-yl)pyrazolo[1,5-a]pyrimidine-2-carboxamide